3-[5-(4-chlorophenyl)-1-tetrahydropyran-2-yl-6-tetrahydropyran-4-yl-pyrazolo[4,3-g]isoquinolin-8-yl]oxycyclobutanecarboxylic acid ClC1=CC=C(C=C1)C1=C(N=C(C2=CC3=C(C=C12)C=NN3C3OCCCC3)OC3CC(C3)C(=O)O)C3CCOCC3